3,3'',5,5''-tetra(3-pyridinyl)-1,1':3',1''-terphenyl N1=CC(=CC=C1)C=1C=C(C=C(C1)C=1C=NC=CC1)C1=CC(=CC=C1)C1=CC(=CC(=C1)C=1C=NC=CC1)C=1C=NC=CC1